[N+](=O)([O-])C1=CC=C(C(=O)OC2CCC3(C(=C(C(O3)=O)C3=C(C=C(C=C3C)C)C)OCC3=CC=CC=C3)CC2)C=C1 (5r,8r)-4-(benzyloxy)-3-mesityl-2-oxo-1-oxaspiro[4.5]dec-3-en-8-yl 4-nitrobenzoate